3-(6-methoxypyridin-3-yl)-3-methyl-4-oxopiperidine-1-carboxylic acid tert-butyl ester C(C)(C)(C)OC(=O)N1CC(C(CC1)=O)(C)C=1C=NC(=CC1)OC